cis-2-Hexenyl acetate C(C)(=O)OC\C=C/CCC